N[C@@H](C)C(=O)N[C@H](CC1=CN(C2=CC=CC=C12)C)C(=O)O Nα-(L-alanyl)-1-methyl-D-tryptophan